3-(Acryloyloxypropyl)-1,1,1,3,5,5,5-heptamethyltrisiloxane C(C=C)(=O)OCCC[Si](O[Si](C)(C)C)(O[Si](C)(C)C)C